S(=O)(=O)(O)O.NC1=C(C=CC=C1NCCO)OC 2-amino-hydroxyethylaminoanisole sulfate